NC1=C(C=C(C=C1F)C(=O)C1=CC=C2C(=CC=CN12)C1=C(C2=CN(N=C2C=C1C(F)(F)F)C)Cl)F (4-amino-3,5-difluorophenyl)(8-(4-chloro-2-methyl-6-(trifluoromethyl)-2H-indazol-5-yl)indolizin-3-yl)methanone